Cl.CC1=NC=CC(=C1)C1CNCCO1 2-(2-methylpyridin-4-yl)morpholine hydrochloride